C(C)(=O)OCC=1C=C(C=C2N=C(C=3N(C12)C=CC3)N3CCC1(CC1)CC3)C(=O)OC Methyl 9-(acetoxymethyl)-4-(6-azaspiro[2.5]octan-6-yl)pyrrolo[1,2-a]quinoxaline-7-carboxylate